C(C)(C)(C)C1=CC=C2NC=3C=C(C=CC3C(C2=C1)(C)C)O 7-(tert-butyl)-9,9-dimethyl-9,10-dihydroacridin-3-ol